(13R)-6-fluoro-13-methyl-19-(oxan-2-yl)-8,11,14-trioxa-4,5,19,20-tetraazatetracyclo[13.5.2.12,5.018,21]tricosa-1(20),2(23),3,15(22),16,18(21)-hexaene FC1N2N=CC(C3=NN(C=4C=CC(O[C@@H](COCCOC1)C)=CC34)C3OCCCC3)=C2